5-[4-[3-(cyclopropylmethoxy)-5-methyl-phenyl]-2-fluoro-6-[(4-methoxyphenyl)methoxy]phenyl]-1,1-dioxo-1,2,5-thiadiazolidin-3-one C1(CC1)COC=1C=C(C=C(C1)C)C1=CC(=C(C(=C1)OCC1=CC=C(C=C1)OC)N1CC(NS1(=O)=O)=O)F